ethyl 2-(4-(2-methoxyphenyl)-6-methylnicotinamido)imidazo[2,1-b][1,3,4]thiadiazole-6-carboxylate COC1=C(C=CC=C1)C1=CC(=NC=C1C(=O)NC1=NN2C(S1)=NC(=C2)C(=O)OCC)C